2,6-Difluoro-3-(1-methyl-6-(methyl((tetrahydro-2H-pyran-4-yl)methyl)amino)-1H-pyrazolo[4,3-c]pyridin-3-yl)-5-(trifluoromethyl)phenol FC1=C(C(=C(C=C1C1=NN(C2=C1C=NC(=C2)N(CC2CCOCC2)C)C)C(F)(F)F)F)O